C(=O)C1CCC(CC1)C=1N(C2=CC(=C(C=C2C1)NC(=O)C1=NC(=CC=C1)C(F)(F)F)OC)C N-[2-(4-formylcyclohexyl)-6-methoxy-1-methyl-indol-5-yl]-6-(trifluoromethyl)pyridine-2-carboxamide